(4-(4-propylcyclohexyl)phenyl)boronic acid C(CC)C1CCC(CC1)C1=CC=C(C=C1)B(O)O